ClC1=CC=C(C=C1)/C=C(/C(=O)NCC#C)\C1=C(C=C(C=C1)F)F (E)-3-(4-chlorophenyl)-2-(2,4-difluorophenyl)-N-(prop-2-yn-1-yl)acrylamide